2,7-naphthalendicarboxylic acid C1=C(C=CC2=CC=C(C=C12)C(=O)O)C(=O)O